C(=O)(O)P12OCC(CO1)(CO2)CO 1-carboxy-4-hydroxymethyl-2,6,7-trioxa-1-phosphabicyclo[2.2.2]octane